FC(C=1C=C(OC2=NC(=CC=C2)OC2=CC(=CC=C2)C(F)(F)F)C=CC1)(F)F 2,6-bis(3-(trifluoromethyl)phenoxy)pyridine